BrC=1C=C2CC[C@@]3(C2=CC1)NC(N(C3=O)C)=O (S)-5'-bromo-1-methyl-2',3'-dihydrospiro[imidazolidine-4,1'-indene]-2,5-dione